6-(6-(3,5-dichlorophenyl)-3-(ethylsulfonyl)pyridin-2-yl)-2-(trifluoromethyl)-[1,2,4]triazolo[1,5-a]pyrimidine ClC=1C=C(C=C(C1)Cl)C1=CC=C(C(=N1)C=1C=NC=2N(C1)N=C(N2)C(F)(F)F)S(=O)(=O)CC